4-[2-({4-[3-(4-fluorophenyl)-5-methyl-4-oxo-4,5,6,7-tetrahydro-1H-pyrrolo[3,2-c]pyridin-2-yl]pyridin-2-yl}amino)-2-oxoethyl]benzoic acid FC1=CC=C(C=C1)C1=C(NC2=C1C(N(CC2)C)=O)C2=CC(=NC=C2)NC(CC2=CC=C(C(=O)O)C=C2)=O